[Cl-].FC=1C=C(C=C(C1)F)[S+](C1=CC(=CC(=C1)F)F)C1=CC(=CC(=C1)F)F tris(3,5-difluorophenyl)sulfonium chloride